FC(C(=O)O)(F)F.NCC(CC=1N(C(NN1)=O)C1=NC(=CC=C1)C=1C=NC(=CC1)C(F)(F)F)=C(F)F [2-(aminomethyl)-3,3-difluoro-allyl]-4-[6-[6-(trifluoromethyl)-3-pyridinyl]-2-pyridinyl]-1,2,4-triazol-3-one trifluoroacetate salt